(R,Z)-3-((3-butyl-5-(2-(dimethylamino)-2-oxoethyl)-2-methyl-7-(methylthio)-1,1-dioxido-2,3,4,5-tetrahydrobenzo[f][1,2,5]thiadiazepin-8-yl)oxy)-2-fluoroacrylic acid C(CCC)[C@H]1N(S(C2=C(N(C1)CC(=O)N(C)C)C=C(C(=C2)O\C=C(\C(=O)O)/F)SC)(=O)=O)C